C(C)(C)(C)C1=NN(C(=C1)NC(OC1=CC=CC=C1)=O)C phenyl (3-(tert-butyl)-1-methyl-1H-pyrazol-5-yl)carbamate